OC1=C(C=O)C=CC(=C1)N1CC2(C1)CNC2 2-Hydroxy-4-(2,6-diazaspiro[3.3]heptan-2-yl)benzaldehyde